methyl (E)-3-(3-(N-((4-(4-bromophenyl) bicyclo[2.2.2]octan-1-yl)methyl)cyclohexanecarboxamido)phenyl)but-2-enoate BrC1=CC=C(C=C1)C12CCC(CC1)(CC2)CN(C(=O)C2CCCCC2)C=2C=C(C=CC2)/C(=C/C(=O)OC)/C